C#CCCCC1=NCCO1 2-pentynyl-2-oxazoline